4H-chromene O1C=CCC2=CC=CC=C12